CCCCCCCCCCCCCC[C@H]([C@H]([C@H](CO)NC(=O)C1=CC=CC=C1O)O)O salicyloyl-phytosphingosine